1,15-diaminopentadecane NCCCCCCCCCCCCCCCN